(R)-tert-butyl (4-(3-((6-fluoroquinazolin-2-yl)amino)pyrrolidine-1-carbonyl)phenyl)carbamate FC=1C=C2C=NC(=NC2=CC1)N[C@H]1CN(CC1)C(=O)C1=CC=C(C=C1)NC(OC(C)(C)C)=O